4-((4-fluoro-2-methyl-1H-indol-5-yl)oxy)-6-methoxy-7-hydroxyquinoline FC1=C2C=C(NC2=CC=C1OC1=CC=NC2=CC(=C(C=C12)OC)O)C